CN1N=CC(=C1C1=CC=C(N=N1)NC1C[C@@H]2[C@@H](CN(C2)CC2CCOCC2)C1)C (3aR,5s,6aS)-N-[6-(2,4-dimethylpyrazol-3-yl)pyridazin-3-yl]-2-(tetrahydropyran-4-ylmethyl)-3,3a,4,5,6,6a-hexahydro-1H-cyclopenta[c]pyrrol-5-amine